(2-(4-(3-(4-chloro-3-ethyl-1H-pyrrolo[2,3-b]pyridin-5-yl)phenyl)-3-oxopiperazin-1-yl)ethyl)carbamic acid tert-butyl ester C(C)(C)(C)OC(NCCN1CC(N(CC1)C1=CC(=CC=C1)C=1C(=C2C(=NC1)NC=C2CC)Cl)=O)=O